FC(C(=O)[O-])(F)F.C1(CC1)N(C(=O)C=1C=CC2=C(OCC(N2)=O)C1)CC1=CC=C(C=C1)C(NC1=CC=C2CCNCC2=C1)=O.[C+4].[Li+].FC(C(=O)[O-])(F)F.FC(C(=O)[O-])(F)F.FC(C(=O)[O-])(F)F.FC(C(=O)[O-])(F)F Lithium Carbon N-cyclopropyl-3-oxo-N-(4-((1,2,3,4-tetrahydroisoquinolin-7-yl)carbamoyl)benzyl)-3,4-dihydro-2H-benzo[b][1,4]oxazine-7-carboxamide 2,2,2-trifluoroacetate